(2R,3S,4S)-4-hydroxy-2-[(4-methoxyphenyl)methyl]pyrrolidin-3-yl 2-(4-bromothiophen-2-yl)acetate BrC=1C=C(SC1)CC(=O)O[C@H]1[C@H](NC[C@@H]1O)CC1=CC=C(C=C1)OC